FC(CNC1CCC(CC1)NC(=O)C=1C2=C(N=C(N1)N1C=NC=C1)C=CS2)F N-((1r,4r)-4-(2,2-difluoroethylamino)cyclohexyl)-2-(1H-imidazol-1-yl)thieno[3,2-d]pyrimidine-4-carboxamide